(S)-N-(3-(5-fluoro-2-(4-(tetrahydrofuran-3-yloxy)phenylamino)pyrimidin-4-ylamino)phenyl)acrylamide FC=1C(=NC(=NC1)NC1=CC=C(C=C1)O[C@@H]1COCC1)NC=1C=C(C=CC1)NC(C=C)=O